5-amino-8-(2,6-dimethyl-4-pyridinyl)-2-(1H-imidazol-2-ylmethyl)-7-phenyl-[1,2,4]triazolo[4,3-c]pyrimidin-3-one NC1=NC(=C(C=2N1C(N(N2)CC=2NC=CN2)=O)C2=CC(=NC(=C2)C)C)C2=CC=CC=C2